tert-butyl 3-(4-bromo-1H-indazol-3-yl)azetidine-1-carboxylate BrC1=C2C(=NNC2=CC=C1)C1CN(C1)C(=O)OC(C)(C)C